C(=O)C1=CC=C(CC=2N=C(SC2)NC(OC(C)(C)C)=O)C=C1 tert-butyl (4-(4-formylbenzyl)thiazol-2-yl)carbamate